(5-amino-2-((3-(hydroxymethyl)pyridin-2-yl)methyl)-8-(4-methyloxazol-5-yl)-[1,2,4]triazolo[1,5-c]pyrimidin-7-yl)benzonitrile NC1=NC(=C(C=2N1N=C(N2)CC2=NC=CC=C2CO)C2=C(N=CO2)C)C2=C(C#N)C=CC=C2